(3R)-4-(6,7-dimethyl-2-(1H-pyrazol-3-yl)-6,7,8,9-tetrahydro-2H-1,2,3,7-tetraazabenzo[cd]azulene-4-yl)-3-methylmorpholine CC1C=2C3=C(N(N=C3CCN1C)C1=NNC=C1)N=C(C2)N2[C@@H](COCC2)C